4-tert-butyl 5-ethyl (3aR,6aR)-hexahydro-2H-furo[3,2-b]pyrrole-4,5-dicarboxylate O1CC[C@H]2N(C(C[C@H]21)C(=O)OCC)C(=O)OC(C)(C)C